FC([C@@H](C)O)(F)C=1C(=C(C=CC1)[C@@H](C)NC=1C2=C(N=C(N1)C)N=C(C(=C2)C2(CC2)C#N)OC)F 1-(4-(((R)-1-(3-((R)-1,1-difluoro-2-hydroxypropyl)-2-fluorophenyl)ethyl)amino)-7-methoxy-2-methylpyrido[2,3-d]pyrimidin-6-yl)cyclopropane-1-carbonitrile